5-(pyrimidin-5-yl)-4,5,6,7-tetrahydrothieno[3,2-C]pyridine-2-carboxamide N1=CN=CC(=C1)N1CC2=C(CC1)SC(=C2)C(=O)N